C(CCC)C1=C(C(=C(C(=N1)O)C(=O)N1CC(C1)OCC1=C(C(=CC=C1)F)F)O)C1=C(C=CC=C1OC)OC 6-butyl-3-{3-[(2,3-difluorophenyl)methoxy]azetidine-1-carbonyl}-5-(2,6-dimethoxyphenyl)pyridine-2,4-diol